(2-bromo-4-fluorophenyl)-2,2-dimethyltetrahydrofuran BrC1=C(C=CC(=C1)F)C1C(OCC1)(C)C